NC1=NNC=C1C1N(C2=CC(=CC=C2C1)F)C(=O)NCC1=CC(=CC(=C1)F)F (3-amino-1H-pyrazol-4-yl)-N-(3,5-difluorobenzyl)-6-fluoroindoline-1-carboxamide